(3-chloro-4-fluorophenyl)(1,1-difluorospiro[2.5]octan-6-yl)methanamine hydrochloride Cl.ClC=1C=C(C=CC1F)C(N)C1CCC2(CC2(F)F)CC1